C(CCC)C1N(S(C2=C(N(C1)C1=CC=CC=C1)C=C(C(=C2)OCC(C(=O)O)(C)C)SC)(=O)=O)C 3-butyl-2-methyl-7-(methylthio)-1,1-dioxido-5-phenyl-2,3,4,5-tetrahydro-1,2,5-benzothiadiazepin-8-yloxy-2,2-dimethylpropanoic acid